5-(3-((1-(4-(1,2-bis(4-hydroxyphenyl)but-1-en-1-yl)phenyl)piperidin-4-yl)methyl)-3,8-diazabicyclo[3.2.1]octan-8-yl)-2-(2,6-dioxopiperidin-3-yl)isoindoline-1,3-dione OC1=CC=C(C=C1)C(=C(CC)C1=CC=C(C=C1)O)C1=CC=C(C=C1)N1CCC(CC1)CN1CC2CCC(C1)N2C=2C=C1C(N(C(C1=CC2)=O)C2C(NC(CC2)=O)=O)=O